C(CC(CCCC=CCCCCCC)O)O 7-tetradecen-1,3-diol